5-methoxy-1H-indole-2-carboxylic acid COC=1C=C2C=C(NC2=CC1)C(=O)O